(4-(4-aminophenoxy)phenyl)methanol tert-butyl-N-[2-[4-[[1-[1-(2,6-dioxo-3-piperidyl)-3-methyl-2-oxo-benzimidazol-4-yl]-4-piperidyl]oxy]cyclohexyl]-6-methoxy-indazol-5-yl]carbamate C(C)(C)(C)N(C(=O)OCC1=CC=C(C=C1)OC1=CC=C(C=C1)N)C1=CC2=CN(N=C2C=C1OC)C1CCC(CC1)OC1CCN(CC1)C1=CC=CC=2N(C(N(C21)C)=O)C2C(NC(CC2)=O)=O